2-(2-fluoro-5-((R or S)-1-(((S)-phenyl((R)-1,2,3,4-tetrahydro-1,5-naphthyridin-3-yl)methyl)amino)propan-2-yl)phenyl)acetic acid FC1=C(C=C(C=C1)[C@H](CN[C@@H]([C@H]1CNC2=CC=CN=C2C1)C1=CC=CC=C1)C)CC(=O)O |o1:7|